COC(=O)[C@H]1N[C@@H](CC1)C1=C(C=CC=C1)Cl.NC1=C(C=C(C=C1)C=1SC=CC1)NC(=O)C=1N=NC(=CC1)S(=O)(=O)C N-[2-amino-5-(2-thienyl)phenyl]-6-(methylsulfonyl)pyridazine-3-carboxamide (2S,5S)-methyl-5-(2-chlorophenyl)pyrrolidine-2-carboxylate